C(C1=CC=CC=C1)C1=NN=NC=C1 BENZYL-TRIAZINE